trans-4-[2-[4-(8-chloro-4-oxo-chromen-2-yl)phenoxy]ethoxy]cyclohexanecarboxylic acid ClC=1C=CC=C2C(C=C(OC12)C1=CC=C(OCCO[C@@H]2CC[C@H](CC2)C(=O)O)C=C1)=O